N-((S,E)-1-cyclopropyl-3-((S)-N,S-dimethylsulfonimidoyl)allyl)-2-(1,1-difluoroethyl)-4-phenoxypyrimidine-5-carboxamide C1(CC1)[C@@H](\C=C\[S@](=O)(=NC)C)NC(=O)C=1C(=NC(=NC1)C(C)(F)F)OC1=CC=CC=C1